1,1'-oxybis-(2,7-naphthalenediol) O(C1=C(C=CC2=CC=C(C=C12)O)O)C1=C(C=CC2=CC=C(C=C12)O)O